N[C@@H](C(=O)O)C(C)(C)S(=O)OCC (2S)-2-amino-3-ethoxysulfinyl-3-methylbutyric acid